3-(2-chloropyrimidin-4-yl)-2-methoxyquinoline ClC1=NC=CC(=N1)C=1C(=NC2=CC=CC=C2C1)OC